C1(CC1)N(C(=O)C=1C=CC2=C(OCC(N2)=O)C1)CC1=CC=C(C=C1)C(NC1=CC=C(C=C1)C(NCCCCCCC)=O)=O N-cyclopropyl-N-(4-((4-(heptylcarbamoyl)phenyl)carbamoyl)benzyl)-3-oxo-3,4-dihydro-2H-benzo[b][1,4]oxazine-7-carboxamide